C1(CCC1)N1C(=NC2=C1C=CC=C2)C=2N(C(C(=C(N2)C(=O)OC)O)=O)C methyl 2-(1-cyclobutyl-1H-1,3-benzodiazol-2-yl)-5-hydroxy-1-methyl-6-oxo-1,6-dihydropyrimidine-4-carboxylate